C(C(O)C)(=O)O.C([C@@H](O)C)(=O)O L-lactic acid (lactate)